C(N)(=N)[Nb] guanylniobium